FC1=C(C(=CC=C1)C)N1CCC(CC1)N1C(NC=2C(C1)=NN(N2)C)=O 6-[1-(2-Fluoro-6-methyl-phenyl)-piperidin-4-yl]-2-methyl-2,4,6,7-tetrahydro-[1,2,3]triazolo[4,5-d]pyrimidin-5-one